mono-n-butyl-maleate C(CCC)OC(\C=C/C(=O)[O-])=O